NC=1C=C(C=CC1C(=O)O)C1=CC(=CC(=C1)C1=CC(=C(C=C1)C(=O)O)N)C1=CC(=C(C=C1)C(=O)O)N 3,3''-diamino-5'-(3-amino-4-carboxyphenyl)-[1,1':3',1''-terphenyl]-4,4''-dicarboxylic acid